C1(CC1)C1=NNC(=C1)NC([C@@H](C)C=1C=NN(C1)C1=CC(=CC(=C1)F)F)=O (S)-N-(3-cyclopropyl-1H-pyrazol-5-yl)-2-(1-(3,5-difluorophenyl)-1H-pyrazol-4-yl)propanamide